C(C1CO1)N(C1=CC=C(C=C1)OCC1CO1)CC1CO1 N,N-diglycidyl-4-glycidyl-oxyaniline